C(C)(C)(C)C=1C=C(C=CC1)C=1C=C(C(=NC1)C1=CC=C(S1)C(=O)O)OCC(=O)O 5-(5-(3-(tert-butyl)phenyl)-3-(carboxymethoxy)pyridin-2-yl)thiophene-2-carboxylic acid